FC1=C(C=CC=C1)NC(=O)C1=CC(=CC=2NC(=NC21)COC)NC(=O)C2=C(C=CC=C2)C(F)(F)F N-(2-fluorophenyl)-2-(methoxymethyl)-6-({[2-(trifluoromethyl)phenyl]carbonyl}amino)-1H-benzimidazole-4-carboxamide